(S)-5-(2-bromoethyl)-3,3-diethylpyrrolidin-2-one BrCC[C@@H]1CC(C(N1)=O)(CC)CC